1-Cyclohexyl-3-(7-((4-fluorophenyl)amino)quinazolin-2-yl)urea C1(CCCCC1)NC(=O)NC1=NC2=CC(=CC=C2C=N1)NC1=CC=C(C=C1)F